2-fluoro-4-[4-(2-fluoro-pyridin-3-yl)-5-methylsulfanyl-pyrimidin-2-ylamino]-N-(2-methoxy-6-methyl-phenyl)-benzamide FC1=C(C(=O)NC2=C(C=CC=C2C)OC)C=CC(=C1)NC1=NC=C(C(=N1)C=1C(=NC=CC1)F)SC